ClC=1C=C(CNCC#N)C=CC1N1C=NC(=C1)C1=NC(=NC=C1C(F)(F)F)NC1CCN(CC1)S(=O)(=O)C 2-((3-Chloro-4-(4-(2-((1-(methylsulfonyl)piperidin-4-yl)amino)-5-(trifluoromethyl)pyrimidin-4-yl)-1H-imidazol-1-yl)benzyl)amino)acetonitrile